methyl (R)-3-(6-(4-hydroxyphenyl)pyridin-2-yl)-4-(methylamino)butanoate hydrochloride Cl.OC1=CC=C(C=C1)C1=CC=CC(=N1)[C@H](CC(=O)OC)CNC